C1=C2CC3C(C2=CC=C1)(C=1C=CC=CC1C3)N3N1C(C(N(C3)CCOC3=CC=CC=C3)=O)=C(C(C=C1)=O)O 1-(9a,10-dihydroindeno[1,2-a]inden-4b(9H)-yl)-5-hydroxy-3-(2-phenoxyethyl)-2,3-dihydro-1H-pyrido[2,1-f][1,2,4]triazine-4,6-dione